CC1(OB(OC1(C)C)C1=CC=C(OC2CCN(CC2)C(=O)OC(C)(C)C)C=C1)C tert-butyl {4-[4-(4,4,5,5-tetramethyl-1,3,2-dioxaborolan-2-yl) phenoxy]piperidin-1-yl}formate